4,5-dimethoxy-4-nitrobenzyl bromide COC1(CC=C(CBr)C=C1OC)[N+](=O)[O-]